(2S,4R)-4-hydroxy-1-(3-(5-(2-methyl-[1,1'-biphenyl]-3-yl)-1,3,4-oxadiazol-2-yl)benzyl)pyrrolidine-2-carboxylic acid hydrochloride Cl.O[C@@H]1C[C@H](N(C1)CC1=CC(=CC=C1)C=1OC(=NN1)C=1C(=C(C=CC1)C1=CC=CC=C1)C)C(=O)O